N-(31-(9Z,12Z-octadecadienoyloxy)-hentriacontanoyl)-eicosasphinganine C(C=CC=CCCCCCCCCCCCCC)(=O)OCCCCCCCCCCCCCCCCCCCCCCCCCCCCCCC(=O)N[C@@H](CO)[C@H](O)CCCCCCCCCCCCCCCCC